N-(2-((R)-4-Cyanothiazolidin-3-yl)-2-oxoethyl)-6-((R)-2-methyl-morpholino)quinoline-4-carboxamide C(#N)[C@H]1N(CSC1)C(CNC(=O)C1=CC=NC2=CC=C(C=C12)N1C[C@H](OCC1)C)=O